N-(3-dimethylaminophenyl)-4-(2-aminomethyl-3-fluoroallyloxy)-benzamide trifluoroacetate FC(C(=O)O)(F)F.CN(C=1C=C(C=CC1)NC(C1=CC=C(C=C1)OCC(=CF)CN)=O)C